(3-(4-hydroxyphenyl)propyl)furan-2-carboxylic acid OC1=CC=C(C=C1)CCCC1=C(OC=C1)C(=O)O